FC(C=1C=C(C=C(C1)C(F)(F)F)C1=NN(C=N1)\C=C/1\C(N(C(N1C)=O)CC(CO)O)=O)(F)F (Z)-5-((3-(3,5-bis(trifluoromethyl)phenyl)-1H-1,2,4-triazol-1-yl)methylene)-3-(2,3-Dihydroxypropyl)-1-methylimidazoline-2,4-dione